N[C@H](CC1=C(C2=NC(=CC(=C2S1)NCC=1SC=CN1)Cl)C)CCF 2-[(2S)-2-amino-4-fluorobutyl]-5-chloro-3-methyl-N-[(1,3-thiazol-2-yl)methyl]thieno[3,2-b]pyridin-7-amine